3-oxo-1,5-pentanedithiol O=C(CCS)CCS